C(C1=CC=CC=C1)OC(=O)N1[C@H](CN(CC1)C=1C2=C(N=C(N1)SC)CN(CC2)C2=CC=CC1=CC=CC(=C21)C)CC#N (S)-2-(cyanomethyl)-4-(7-(8-methylnaphthalen-1-yl)-2-(methylthio)-5,6,7,8-tetrahydropyrido[3,4-d]pyrimidin-4-yl)piperazine-1-carboxylic acid benzyl ester